ethyl (6-((5-((tert-butoxycarbonyl)amino)-2-methylphenyl)amino)imidazo[1,2-b]pyridazin-2-yl)carbamate C(C)(C)(C)OC(=O)NC=1C=CC(=C(C1)NC=1C=CC=2N(N1)C=C(N2)NC(OCC)=O)C